2-(5-(2-((6-bromopyridin-2-yl)methoxy)ethyl)-2-Methoxy-3-nitrophenyl)-5-methoxypyrimidine BrC1=CC=CC(=N1)COCCC=1C=C(C(=C(C1)C1=NC=C(C=N1)OC)OC)[N+](=O)[O-]